5-(6-Methoxynicotinoyl)-8-phenyl-4,5-dihydro-2H-spiro[benzo[b][1,4]oxazepine-3,3'-piperidine]-2',6'-dione COC1=NC=C(C(=O)N2C3=C(OCC4(C(NC(CC4)=O)=O)C2)C=C(C=C3)C3=CC=CC=C3)C=C1